O1CCN(CC1)C1=CC(=NC=N1)N[C@H]1CNCC1 (R)-6-morpholino-N-(pyrrolidin-3-yl)pyrimidin-4-amine